(2-fluoro-4-formyl-6-methoxy-phenyl)boronic acid FC1=C(C(=CC(=C1)C=O)OC)B(O)O